FC(C=1C=C(N)C=C(C1)C(F)(F)F)(F)F 3,5-bistrifluoromethylaniline